Benzyl 1-formyl-8-((4-nitrophenyl)sulfonyl)-3,8-diazabicyclo[3.2.1]octane-3-carboxylate C(=O)C12CN(CC(CC1)N2S(=O)(=O)C2=CC=C(C=C2)[N+](=O)[O-])C(=O)OCC2=CC=CC=C2